(R)-N-(1-(3-(difluoromethyl)-2-fluorophenyl)ethyl)-6-(6-methyl-2,6-diazaspiro[3.3]heptan-2-yl)cinnolin-4-amine FC(C=1C(=C(C=CC1)[C@@H](C)NC1=CN=NC2=CC=C(C=C12)N1CC2(C1)CN(C2)C)F)F